25-(oxetan-3-yl)pentacos-16-enoic acid O1CC(C1)CCCCCCCCC=CCCCCCCCCCCCCCCC(=O)O